COC(CN1C(C2=CC=CC=C2C1=O)=O)COC 2-(2,3-dimethoxypropyl)isoindoline-1,3-dione